ClC=1C(=NC(=NC1)N1C[C@H](C[C@H](C1)C)O)NC1=CC=2C3=C(C(N(C2C=C1)C)=O)OCC([C@@H](N3)C3CC3)(F)F (S)-10-((5-chloro-2-((3S,5R)-3-hydroxy-5-methylpiperidin-1-yl)pyrimidin-4-yl)amino)-2-cyclopropyl-3,3-difluoro-7-methyl-1,2,3,4-tetrahydro-[1,4]oxazepino[2,3-c]quinolin-6(7H)-one